(R)-N-(cyclopropylmethyl)-1-(6-(3-(4-(6-(3,3-difluoropyrrolidin-1-yl)pyrazin-2-yl)-1H-1,2,3-triazol-1-yl)oxetan-3-yl)pyridin-3-yl)piperidin-3-amine C1(CC1)CN[C@H]1CN(CCC1)C=1C=NC(=CC1)C1(COC1)N1N=NC(=C1)C1=NC(=CN=C1)N1CC(CC1)(F)F